CN1N=CC=2C=NC=3C=CC(=CC3C21)C(=O)N 1-methylpyrazolo[4,3-c]quinoline-8-carboxamide